ClC1=CC(=C(C=C1)NC([C@H]([C@H](CC)C)NC(OC(C)(C)C)=O)=O)C(C(C)C)=O tert-butyl ((2S,3S)-1-((4-chloro-2-isobutyrylphenyl)amino)-3-methyl-1-oxopentan-2-yl)carbamate